CS(=O)(=O)NC1CC(CCC1)C(=O)N 3-(methylsulfonylamino)cyclohexane-1-carboxamide